tert-butyl ((exo-3-(1-(4-(4-(1H-imidazole-1-carboxamido)-2-oxopyrimidin-1(2H)-yl)-2-fluorophenyl)pentan-2-yl)-3-azabicyclo[3.1.0]hexan-6-yl)methyl)carbamate N1(C=NC=C1)C(=O)NC1=NC(N(C=C1)C1=CC(=C(C=C1)CC(CCC)N1CC2C(C2C1)CNC(OC(C)(C)C)=O)F)=O